2-(3-chlorophenyl)-6-(2-methoxyphenyl)pyridine ClC=1C=C(C=CC1)C1=NC(=CC=C1)C1=C(C=CC=C1)OC